FC(C1=NN=C(S1)N1C=NC2=C1C=C(C=C2N2C[C@@H](N[C@H](C2)C)CO)S(=O)(=O)NC2(CC2)C)F |o1:18,20| rel-1-(5-(difluoromethyl)-1,3,4-thiadiazol-2-yl)-4-((3R,5S)-3-(hydroxymethyl)-5-methylpiperazin-1-yl)-N-(1-methylcyclopropyl)-1H-benzo[d]imidazole-6-sulfonamide